FC=1C=C2C(=NNC2=CC1OCCOC)C1=CC(=NO1)C1=CC=C(C=C1)C(=O)N1CC2(CN(C2)C)CC1 5-Fluoro-6-(2-methoxyethoxy)-3-[3-(4-{2-methyl-2,6-diazaspiro[3.4]octane-6-carbonyl}phenyl)-1,2-oxazol-5-yl]-1H-indazole